NC1=NC(N(C=C1)[C@@H]1O[C@@H]([C@H](C1)O[Si](C)(C)C(C)(C)C)CO[Si](C)(C)C(C)(C)C)=O 4-amino-1-((2R,4S,5R)-4-((tert-butyldimethylsilyl)oxy)-5-(((tert-butyl-dimethylsilyl)oxy)methyl)tetrahydrofuran-2-yl)pyrimidin-2(1H)-one